C1(=CC=CC=C1)N1[Si](CC[Si]1(C)CC)(C)CC 1-phenyl-2,5-diethyl-2,5-dimethyl-1-aza-2,5-disilacyclopentane